C1CC12CNC(C2)C(=O)OCC ethyl 5-azaspiro[2.4]heptane-6-carboxylate